NC1=C(C(=NC=N1)OC1CC2(CN(C2)C(C=C)=O)C1)C1=CC=C(C=C1)OC=1C=NC=CC1 1-(6-((6-amino-5-(4-(pyridin-3-yloxy)phenyl)pyrimidin-4-yl)oxy)-2-azaspiro[3.3]heptan-2-yl)prop-2-en-1-one